C(#N)NC(OC1=CC=CC=C1)=NC1=C(C=NC=C1)F 1-cyano-2-phenyl-3-(3-fluoro-pyridin-4-yl)isourea